N-(4-(chlorodifluoromethoxy)phenyl)-7-(pyrimidin-5-yl)-1-(thietin-3-yl)-1H-benzo[d]imidazole-5-carboxamide ClC(OC1=CC=C(C=C1)NC(=O)C1=CC2=C(N(C=N2)C2=CSC2)C(=C1)C=1C=NC=NC1)(F)F